4-(6-(2,6-Dioxopiperidin-3-yl)-5,7-dioxo-3,5,6,7-tetrahydropyrrolo[3,4-f]isoindol-2(1H)-yl)butanal O=C1NC(CCC1N1C(C=2C=C3C(=CC2C1=O)CN(C3)CCCC=O)=O)=O